CN1C2=C(C=C(C1=O)C(=O)O)C(CC2)C 1,5-Dimethyl-2-oxo-6,7-dihydro-5H-cyclopenta[b]pyridine-3-carboxylic acid